CNC1=CC=C(C=C1)[C@H]1CC2C(CCO2)[C@H]([C@@H]1C(=O)OC)C(=O)OC rac-dimethyl (4R,5R,6S)-6-(4-(methylamino)phenyl)octahydrobenzofuran-4,5-dicarboxylate